2-(dimethylamino)-1-(2-(4-((6-methoxypyridin-3-yl)oxy)piperidin-1-yl)-3-methyl-5,7-dihydro-6H-pyrrolo[3,4-b]pyridin-6-yl)ethan-1-one CN(CC(=O)N1CC2=NC(=C(C=C2C1)C)N1CCC(CC1)OC=1C=NC(=CC1)OC)C